BrC=1N=CC(=NC1C)N1CCC2(CC1)[C@@H](C1=CC=CC=C1C2)N[S@](=O)C(C)(C)C (R)-N-((S)-1'-(5-bromo-6-methylpyrazin-2-yl)-1,3-dihydrospiro[inden-2,4'-piperidin]-1-yl)-2-methylpropan-2-sulfinamide